C(C)OC(C[C@H](NC([C@H](CC(C)C)N1N=C(C=C(C1=O)C)CCN1CC(C1)F)=O)C=1C=C(C=C(C1F)F)C1=C(C=CC=C1C)C)=O (S)-3-(4,5-difluoro-2',6'-Dimethyl-[1,1'-biphenyl]-3-yl)-3-((S)-2-(3-(2-(3-fluoroazetidine-1-yl)ethyl)-5-methyl-6-oxopyridazin-1(6H)-yl)-4-methylpentanamido)propanoic acid ethyl ester